P(=O)(O)(O)O.N1=CC(=CC=C1)NC(=O)C=1C=C2C=3CC(CCC3NC2=CC1)N(CC)CC N-(pyridin-3-yl)-3-(diethyl)amino-1,2,3,4-tetrahydro-9H-carbazole-6-carboxamide phosphate